C(C)N1N=C(C=C1C)C1=NC(=NO1)[C@@H]1CC12CCN(CC2)S(=O)(=O)N (1R)-1-[5-(1-Ethyl-5-methyl-1H-pyrazol-3-yl)-1,2,4-oxadiazol-3-yl]-6-azaspiro[2.5]octan-6-sulfonamid